5-bromo-N-cyclopropyl-3-(difluoromethyl)pyridineamide BrC=1C=C(C(=NC1)C(=O)NC1CC1)C(F)F